FC1(CCC2(CNCCO2)CC1)F 9,9-difluoro-1-oxa-4-azaspiro[5.5]undecane